C=C(CCCCCCCCCCCCCCCC)O Octadecen-2-ol